CNC1CCC2=CC(=CC=C12)C(F)(F)F N-methyl-5-(trifluoromethyl)-2,3-dihydro-1H-inden-1-amine